5-Bromo-1-(4-fluoro-3-(methoxymethoxy)-5-(trifluoromethyl)phenyl)-1H-indazole BrC=1C=C2C=NN(C2=CC1)C1=CC(=C(C(=C1)C(F)(F)F)F)OCOC